4-bromo-m-toluate BrC1=C(C=C(C=C1)C)C(=O)[O-]